3-benzyl-4-propylthiazole chloride [Cl-].C(C1=CC=CC=C1)N1CSC=C1CCC